C(CN1CCN(CCN(CC1)CC(=O)O)CC(=O)O)N1CCN(CCN(CC1)CC(=O)O)CC(=O)O 2,2',2'',2'''-(ethane-1,2-diylbis(1,4,7-triazacyclononane-7,1,4-triyl))tetraacetic acid